(1S)-1-(1H-1,3-Benzodiazol-6-yl)ethan-1-amine hydrochloride Cl.N1C=NC2=C1C=C(C=C2)[C@H](C)N